CC1N(CCC(=C1)B1OC(C(O1)(C)C)(C)C)C(=O)OC(C)(C)C tert-butyl 2-methyl-4-(4,4,5,5-tetramethyl-1,3,2-dioxaborolan-2-yl)-5,6-dihydro-2H-pyridine-1-carboxylate